FC(C(CO)(C(C(C(F)(F)F)(F)F)(F)F)C(F)(F)F)(F)F 2,2-bis(trifluoromethyl)-2-heptafluoropropylethanol